2,2',2''-(3,3''-bis(10-methylphenazin-5(10H)-yl)-[1,1':3',1''-terphenyl]-2',4',6'-triyl)tris(benzo[d]oxazole) CN1C2=CC=CC=C2N(C=2C=CC=CC12)C=1C=C(C=CC1)C1=C(C(=C(C=C1C=1OC2=C(N1)C=CC=C2)C=2OC1=C(N2)C=CC=C1)C1=CC(=CC=C1)N1C=2C=CC=CC2N(C2=CC=CC=C12)C)C=1OC2=C(N1)C=CC=C2